C1=C(C=CC2=CC=CC=C12)NC1=C(C=CC=C1)CC 2-(2-(2-naphthylamino)phenyl)ethane